OC[C@@]1(OC2=C(C1)C=C(C(=C2)N2CCOCC2)NC(=O)C=2C=NN1C2N=CC=C1)C N-[(2R)-2-(hydroxymethyl)-2-methyl-6-morpholino-3H-benzofuran-5-yl]pyrazolo[1,5-a]pyrimidine-3-carboxamide